4-fluoro-N-(4'-(hydroxymethyl)-[1,1'-biphenyl]-3-yl)-7-methyl-1H-indole FC1=C2C=CN(C2=C(C=C1)C)C=1C=C(C=CC1)C1=CC=C(C=C1)CO